4-(((3S,4R)-1-((2-cyano-4-(trifluoromethyl)phenyl)sulfonyl)-4-hydroxy-4-(hydroxymethyl)pyrrolidin-3-yl)oxy)-2,3-difluorobenzonitrile C(#N)C1=C(C=CC(=C1)C(F)(F)F)S(=O)(=O)N1C[C@@H]([C@@](C1)(CO)O)OC1=C(C(=C(C#N)C=C1)F)F